CN(C(CF)C1=CC=C(C=C1)S(=O)(N)=NC(NC1=C2CCCC2=CC=2CCCC12)=O)C 4-(1-(Dimethylamino)-2-fluoroethyl)-N'-((1,2,3,5,6,7-hexahydro-s-indacen-4-yl)carbamoyl)benzenesulfonimidamide